OCCCCCCCC\C=C/C\C=C/CCCCCOCCCCCC=CCC=CCCCCCCCCO 18-[(6Z,9Z)-18-hydroxyoctadeca-6,9-dienyloxy]octadeca-9,12-dien-1-ol